N1-(2-(2-(2-(2-(3-(6,8-dichloro-2-methyl-1,2,3,4-tetrahydroisoquinolin-4-yl)phenylsulfonamido)ethoxy)ethoxy)ethoxy)ethyl)succinamide ClC=1C=C2C(CN(CC2=C(C1)Cl)C)C=1C=C(C=CC1)S(=O)(=O)NCCOCCOCCOCCNC(CCC(=O)N)=O